FC(CC=1OC(=CN1)C(=O)N)(F)F 2-Trifluoroethyl-oxazole-5-carboxamide